O=C1N(CC2=C3C(=CC=C12)C1(CCN(CC1)CC=1C=NN(C1)CC1(CC1)C1=CC=CC=C1)CO3)[C@@H]3C(NC(CC3)=O)=O (S)-3-(6-oxo-1'-((1-((1-phenylcyclopropyl)methyl)-1H-pyrazol-4-yl)methyl)-6,8-dihydro-2H,7H-spiro[furo[2,3-e]isoindole-3,4'-piperidin]-7-yl)piperidine-2,6-dione